ClC=1C(=CC=C2C=C(NC(C12)=O)C1CC(C1)N1CCN(CC1)C(=O)OCC1=CC=CC=C1)F benzyl 4-(3-(8-chloro-7-fluoro-1-oxo-1,2-dihydroisoquinolin-3-yl)cyclobutyl)piperazine-1-carboxylate